8-((3R,4R)-4-(4-Ethylphenoxy)-3-methylpiperidin-1-yl)-5-methyl-6-oxo-5,6-dihydro-1,5-naphthyridin-2-carbonitril C(C)C1=CC=C(O[C@H]2[C@@H](CN(CC2)C2=CC(N(C=3C=CC(=NC23)C#N)C)=O)C)C=C1